C(CC)N1CCN(CC1)C(=O)C1=C(C=C(C=C1)NC(=O)C1CC1)N1CC2(CCC2)CC1 N-(4-(4-propylpiperazine-1-carbonyl)-3-(6-azaspiro[3.4]octan-6-yl)phenyl)cyclopropanecarboxamide